COC1=CC=C(C=C1)CNC(=O)NC1=CC=C(C=C1)CN1CC2(C1)COC2 {[(4-methoxyphenyl)methyl]amino}-N-{4-[(6-oxa-2-azaspiro[3.3]hept-2-yl)methyl]phenyl}carboxamide